C(#C)C1=C(C=C(C=C1)C)CC(=O)[O-].C[N+](CCC[Si](OC)(OC)OC)(CCCCCCCCCCCCCCCCCC)C dimethyloctadecyl-[3-(trimethoxysilyl)propyl]ammonium 2-ethynyl-5-methylphenylacetate